C(C)C=1C(=CC=C2C=C(C=C(C12)C1=C(C=2N=CN=CC2C=N1)F)OCOC)F 7-(8-ethyl-7-fluoro-3-(methoxymethoxy)naphthalen-1-yl)-8-fluoropyrido[4,3-d]pyrimidine